NC1CC2CC(CC2C1)NC1=NC2=C(C=C(C=C2C=N1)C1=CC(=C(C=C1)NS(=O)(=O)C1=C(C=CC=C1)Cl)F)CC N-(4-(2-(((2s,5s)-5-aminoocta-hydropentalen-2-yl)amino)-8-ethylquinazolin-6-yl)-2-fluorophenyl)-2-chlorobenzene-sulfonamide